Cyclohexane-1,2-Diamine C1(C(CCCC1)N)N